COC1=CC=C(C=C1)C=1NC=CN1 (4-methoxyphenyl)imidazole